((S)-2-((S)-2-((tert-Butoxycarbonyl)amino)-3-methylbutanamido)propanamido)-2-chlorobenzoic acid methyl ester COC(C1=C(C(=CC=C1)NC([C@H](C)NC([C@H](C(C)C)NC(=O)OC(C)(C)C)=O)=O)Cl)=O